5-((3-oxabicyclo[3.1.0]hexan-1-yl)methoxy)-N-(5-fluoroquinolin-6-yl)-7-(1-methyl-1H-pyrazol-4-yl)quinazolin-4-amine C12(COCC2C1)COC1=C2C(=NC=NC2=CC(=C1)C=1C=NN(C1)C)NC=1C(=C2C=CC=NC2=CC1)F